5-fluoro-N-(4-((methylthio)methyl)pyridin-2-yl)-4-(4,5,6,7-tetrahydropyrazolo[1,5-a]pyridin-3-yl)pyridin-2-amine FC=1C(=CC(=NC1)NC1=NC=CC(=C1)CSC)C=1C=NN2C1CCCC2